1-[3-fluoro-4-[5-(trifluoromethyl)-1,2,4-oxadiazol-3-yl]phenyl]-N-(methylsulfamoyl)methanamine FC=1C=C(C=CC1C1=NOC(=N1)C(F)(F)F)CNS(NC)(=O)=O